ClC1=CC(=CC(=N1)OCCCCCCOC1=C(C=CC(=C1)F)C1=CC(=NC=C1F)N)CSC 4-[2-[6-[[6-chloro-4-(methylsulfanylmethyl)-2-pyridyl]oxy]hexoxy]-4-fluoro-phenyl]-5-fluoro-pyridin-2-amine